(1-(((4-(3,3-Difluoropiperidin-1-yl)-7-(8-ethynyl-7-fluoro-3-(methoxymethoxy)naphthalen-1-yl)-8-fluoropyrido[4,3-d]pyrimidin-2-yl)oxy)methyl)cyclopropyl)methanol FC1(CN(CCC1)C=1C2=C(N=C(N1)OCC1(CC1)CO)C(=C(N=C2)C2=CC(=CC1=CC=C(C(=C21)C#C)F)OCOC)F)F